IC=1C=NN2C1N=C(C=C2)C(F)(F)F 3-iodo-5-(trifluoromethyl)pyrazolo[1,5-a]pyrimidine